2-(5-CHLORO-2-METHOXY-4-METHYLPHENYL)-4,4,5,5-TETRAMETHYL-1,3,2-DIOXABOROLANE ClC=1C(=CC(=C(C1)B1OC(C(O1)(C)C)(C)C)OC)C